(R)- or (S)-N-((2-(cyclopropylmethyl)-4-(4-(trifluoromethyl)phenyl)-4,5,6,7-tetrahydropyrazolo[1,5-a]pyrimidin-6-yl)methyl)acrylamide C1(CC1)CC1=NN2C(N(C[C@H](C2)CNC(C=C)=O)C2=CC=C(C=C2)C(F)(F)F)=C1 |o1:10|